3,5-difluoro-4-((trimethylsilyl)ethynyl)benzene-1,2-diamine FC1=C(C(=CC(=C1C#C[Si](C)(C)C)F)N)N